N-(2-(1H-INDOL-1-YL)PROPYL)-4-(TRIFLUOROMETHYL)BENZENESULFONAMIDE N1(C=CC2=CC=CC=C12)C(CNS(=O)(=O)C1=CC=C(C=C1)C(F)(F)F)C